4-{3-[1-(3-cyclopropyl-1,2,4-oxadiazol-5-yl)piperidin-4-yl]pyrazolo[1,5-a]pyridin-6-yl}morpholine C1(CC1)C1=NOC(=N1)N1CCC(CC1)C=1C=NN2C1C=CC(=C2)N2CCOCC2